C(=O)(O)[C@@H](CC1=CC=C(C=C1)OCCOCCOCC)N1CCN(CCN(CCN(CC1)CC(=O)[O-])CC(=O)[O-])CC(=O)[O-].[Gd+3] Gadolinium 2,2',2''-{10-[(1R)-1-carboxy-2-{4-[2-(2-ethoxyethoxy)ethoxy]phenyl}ethyl]-1,4,7,10-tetraazacyclododecan-1,4,7-triyl}triacetat